3-(2-oxoimidazolidin-1-yl)benzate O=C1N(CCN1)C=1C=C(C(=O)[O-])C=CC1